(2-(2-(2-(2-aminoethoxy)ethoxy)ethoxy)ethyl)-2,4-dinitroaniline NCCOCCOCCOCCNC1=C(C=C(C=C1)[N+](=O)[O-])[N+](=O)[O-]